C(CC1=CC=CC=C1)C1=CC=C(CC2=NOC(=C2)C=2C(=NC=CC2)N)C=C1 3-(3-(4-phenethylbenzyl)isoxazol-5-yl)pyridin-2-amine